C(C)OC(CCCCCCN1C(/C(/CC1=O)=C/C1=C(C=CC=C1)OCC)=O)=O (E)-7-(3-(2-ethoxybenzylidene)-2,5-dioxopyrrolidinyl)heptanoic acid ethyl ester